OC(C(=O)O)=S=O 2-hydroxy-2-sulfinyl-acetic acid